aminomethyl-2-methylpyrimidine NCC1=NC(=NC=C1)C